CN1C(=[N+](C=C1)C)CCCCCCCCCCCCCCCCCCCCCC 1-methyl-2-behenyl-3-methylimidazolium